4-(6-cyclopropyl-7-(methoxy-d3)imidazo[1,2-b]pyridazin-3-yl)-N-((3S,4S)-4-fluoropiperidin-3-yl)pyrimidin-2-amine C1(CC1)C=1C(=CC=2N(N1)C(=CN2)C2=NC(=NC=C2)N[C@H]2CNCC[C@@H]2F)OC([2H])([2H])[2H]